mono(octadecyl) phosphate P(=O)(OCCCCCCCCCCCCCCCCCC)([O-])[O-]